NC(C(=O)OC(C)(C)C)C1=CC=CC=2OC(OC21)(F)F tert-butyl 2-amino-2-(2,2-difluorobenzo[d][1,3]dioxol-4-yl)acetate